N=1N2C(=CC1NC1=NC=C(C=N1)C)CCC2 ((5,6-dihydro-4H-pyrrolo[1,2-b]pyrazol-2-yl)amino)-5-methylpyrimidin